3-(1-aminoethyl)-8-chloro-1-methyl-2-phenylquinolin-4(1H)-one NC(C)C1=C(N(C2=C(C=CC=C2C1=O)Cl)C)C1=CC=CC=C1